OCC(C)(C)NC(=O)C=1C=2C[C@@H]3[C@H](C2N(N1)C1=NC=C(N=C1)OCC)C3 (1aR,5aR)-2-(5-Ethoxy-pyrazin-2-yl)-1a,2,5,5a-tetrahydro-1H-2,3-diaza-cyclopropa[a]pentalene-4-carboxylic acid (2-hydroxy-1,1-dimethyl-ethyl)-amide